Dimethyl bicyclo[6.1.0]non-4-ene-9,9-dicarboxylate C12CCC=CCCC2C1(C(=O)OC)C(=O)OC